FC1CCC(CC1)N1N=NN=C1CCCCOC=1C=C2CCC(NC2=CC1)=O 6-(4-(1-((1S,4S)-4-fluorocyclohexyl)-1H-tetrazol-5-yl)butoxy)-3,4-dihydroquinolin-2(1H)-one